C(C)(C)(C)OC(=O)N([C@H](C(=O)N(CCCOC)C1(CC1)C(=O)O)CC(C)C)C (S)-1-(2-((tert-Butoxycarbonyl)(methyl)amino)-N-(3-methoxypropyl)-4-methylpentanamido)cyclopropane-1-carboxylic acid